(trifluoromethyl)boric acid FC(F)(F)OB(O)O